F[C@@H]1[C@H](C1)C1=NC(=NO1)C=1C=CC(=C(C1)NC(=O)C1=CN=C2N1C=CC(=C2)C2CC(C2)O)C N-[5-[5-[(1R,2S)-2-fluorocyclopropyl]-1,2,4-oxadiazol-3-yl]-2-methyl-phenyl]-7-(3-hydroxycyclobutyl)imidazo[1,2-a]pyridine-3-carboxamide